C(C)OC(=O)[O-] ethoxymethaneAt